2-(3,4-dimethoxyphenyl)-5,6,7-trimethoxy-4H-chromen-4-one COC=1C=C(C=CC1OC)C=1OC2=CC(=C(C(=C2C(C1)=O)OC)OC)OC